COC1=C(C=C(C=C1)CN(C)CCCOC)B(O)O (2-METHOXY-5-([(3-METHOXYPROPYL)(METHYL)AMINO]METHYL)PHENYL)BORANEDIOL